tert-butyl (R)-3-((5,6-difluoro-8-methylisoquinolin-1-yl)amino)piperidine-1-carboxylate FC1=C2C=CN=C(C2=C(C=C1F)C)N[C@H]1CN(CCC1)C(=O)OC(C)(C)C